5-(((2S,4R)-4-Fluoro-1-methylpyrrolidin-2-yl)methoxy)-N-(1-(7-methoxyquinolin-5-yl)cyclopropyl)-2-methylbenzamide F[C@@H]1C[C@H](N(C1)C)COC=1C=CC(=C(C(=O)NC2(CC2)C2=C3C=CC=NC3=CC(=C2)OC)C1)C